CNC(=O)NC=1SC2=C(N1)C[C@H]1COC[C@@H]2N1 N-methyl-N'-[(4S,8S)-4,7,8,9-tetrahydro-5H-4,8-epiminooxocino[5,4-d][1,3]thiazol-2-yl]urea